1-(5-((R)-3-methylmorpholino)-3-(1-(tetrahydro-2H-pyran-2-yl)-1H-pyrazol-5-yl)isothiazolo[4,5-b]pyridin-7-yl)cyclopentane-1-carbonitrile C[C@@H]1COCCN1C1=CC(=C2C(=N1)C(=NS2)C2=CC=NN2C2OCCCC2)C2(CCCC2)C#N